C(C)O/C=C/C=1C=C(C=C(C1C(=O)[O-])F)C1=CC=C(C=C1)C1CCN(CC1)C.[Li+].CC1=CC=C(C=C1)S(=O)(=O)NC1CN2CCC1CC2 4-methyl-N-{1-azabicyclo[2.2.2]oct-3-yl}benzene-1-sulfonamide Lithium (E)-3-(2-ethoxyvinyl)-5-fluoro-4'-(1-methylpiperidin-4-yl)-[1,1'-biphenyl]-4-carboxylate